C(C)(C)(C)C1=C(C=CC(=C1)C(C)(C)C)C(O)(C(CO)(CO)CO)C1=C(C=C(C=C1)C(C)(C)C)C(C)(C)C bis-(2,4-di-tert-butylphenyl)pentaerythritol